2-(2-(4-cyclopropyl-1-(2,6-dichlorophenyl)-1H-1,2,3-triazol-5-yl)-7-azaspiro[3.5]non-1-en-7-yl)-4-fluorobenzo[d]thiazole-6-carboxylic acid C1(CC1)C=1N=NN(C1C1=CC2(C1)CCN(CC2)C=2SC1=C(N2)C(=CC(=C1)C(=O)O)F)C1=C(C=CC=C1Cl)Cl